2-methyl-5-(piperidin-4-yl)phenol CC1=C(C=C(C=C1)C1CCNCC1)O